O=C(/C=C/C=1C=C(C=CC1)CCC(=O)O)C (E)-3-(3-(3-oxobut-1-en-1-yl)phenyl)propionic acid